BrC1=C(C=C(N)C=C1)S(=O)(=O)C1CC1 4-bromo-3-(cyclopropylsulfonyl)aniline